4-(4-bromo-2-(piperidin-1-ylmethyl)phenyl)morpholine BrC1=CC(=C(C=C1)N1CCOCC1)CN1CCCCC1